Diisopropyl-amino-but-2-ynoic acid [4-(3-bromo-phenylamino)-quinazolin-6-yl]-amide BrC=1C=C(C=CC1)NC1=NC=NC2=CC=C(C=C12)NC(C#CC(N)(C(C)C)C(C)C)=O